C1(=CC=CC2=CC=CC=C12)CCNCCC1=CC=CC2=CC=CC=C12 bis-(1-naphthylethyl)amine